3,6-dibromo-2-(trifluoromethyl)pyridine BrC=1C(=NC(=CC1)Br)C(F)(F)F